CC1CCN(CC1)CCN 2-(4-methyl-1-piperidinyl)ethaneamine